COC1=C(C=CC(=C1)CC)OC(=O)C1=CC=CC2=CC=CC=C12.CC1=C(C(=O)O)C(=CC(=C1)C)C 2,4,6-trimethylbenzoic acid 2-methoxy-4-ethylphenyl-1-naphthoate